C(CCCCC\C=C/C\C=C/CCCCC)(=O)OCC Ethyl (7Z,10Z)-hexadeca-7,10-dienoate